C1([C@H](N)[C@@H](O[C@@H](C(=O)O)C)[C@H](O)[C@H](O1)CO)N[C@@H](C)C(=O)N[C@H](CCC(=O)O)C(N)=O muramyl-E-alanyl-D-isoglutamine